CO/C=C(/C(=O)OC)\C1=C(C=CC=C1)CO/N=C(/C(/CC)=N/OC)\C Methyl (E)-3-methoxy-2-[2-[[(E)-[(2E)-2-methoxyimino-1-methyl-butylidene]amino]oxymethyl]phenyl]prop-2-enoate